isopenteneyne C#CC(=C)C